N-cyclopropyl-6-methyl-4'-propionyl-[1,1'-biphenyl]-3-carboxamide C1(CC1)NC(=O)C=1C=C(C(=CC1)C)C1=CC=C(C=C1)C(CC)=O